2-Amino-N-(1-(8-chloro-5-(1,1-dioxido-1,4-thiazepan-4-yl)-3-methylimidazo[1,5-a]pyridin-6-yl)ethyl)pyrazolo[1,5-a]pyrimidine-3-carboxamide NC1=NN2C(N=CC=C2)=C1C(=O)NC(C)C=1C=C(C=2N(C1N1CCS(CCC1)(=O)=O)C(=NC2)C)Cl